tert-butyl (2R,6S)-4-[5-(methoxycarbonyl)pyrido[3,4-b]pyrazin-8-yl]-2,6-dimethylpiperazine-1-carboxylate COC(=O)C1=NC=C(C=2C1=NC=CN2)N2C[C@H](N([C@H](C2)C)C(=O)OC(C)(C)C)C